tert-butyl (3-((6-bromo-3-chloropyrazin-2-yl)oxy)phenyl)carbamate BrC1=CN=C(C(=N1)OC=1C=C(C=CC1)NC(OC(C)(C)C)=O)Cl